methyl 5-[1-(3-chlorophenyl)-5-(trifluoromethyl)-1H-pyrazol-4-yl]-3-(2,6-dichlorophenyl)isoxazole-4-carboxylate ClC=1C=C(C=CC1)N1N=CC(=C1C(F)(F)F)C1=C(C(=NO1)C1=C(C=CC=C1Cl)Cl)C(=O)OC